C(C)(C)(C)C1=CC(=C(C=C1Cl)C=1NC=2C=CN=C(C2C(C1)=O)S(=O)(=O)N)C 2-(4-(tert-butyl)-5-chloro-2-methylphenyl)-4-oxo-1,4-dihydro-1,6-naphthyridine-5-sulfonamide